FC1=C(C=C(C=C1C(F)(F)F)C1=C(C=C(C=C1C)F)CCCCC=C)C=O 4,4'-Difluoro-2'-(hex-5-en-1-yl)-6'-methyl-5-(trifluoromethyl)-[1,1'-biphenyl]-3-carbaldehyde